C(C)(=O)C1=C(N(C2=C(C=CC(=C2C1=O)Cl)Br)S(=O)(=O)C)SC 3-acetyl-8-bromo-5-chloro-1-(methylsulfonyl)-2-(methylthio)quinolin-4(1H)-one